NC1=C(C=C(C=N1)NC(C(=O)N1C(CCC(C1)C)C=1C=CC2=C(N=CS2)C1)=O)C N-(6-amino-5-methyl-3-pyridinyl)-2-[2-(1,3-benzothiazol-5-yl)-5-methyl-1-piperidinyl]-2-oxo-acetamide